3-amino-6-(3-ethylpyrazolo[1,5-a]pyridin-5-yl)-N-((1-methylpyrrolidin-2-yl)methyl)-5-(Oxazol-2-yl)pyrazine-2-carboxamide NC=1C(=NC(=C(N1)C=1OC=CN1)C1=CC=2N(C=C1)N=CC2CC)C(=O)NCC2N(CCC2)C